C1C(CC2=CC=CC=C12)CCC=1N(C=C(N1)C1=CC=C(C=C1)OCC1=CC=C(C=C1)S(=O)(=O)C)C(=O)N (2-(2,3-dihydro-1H-inden-2-yl)ethyl)-4-(4-(4-(methylsulfonyl)benzyloxy)phenyl)-1H-imidazole-1-carboxamide